C(C)(C)C=1C=C(C=CC1)C(/C=C(/C=O)\C)(CC=C(C)C)C (E)-4-(3-isopropylphenyl)-2,4,7-trimethylocta-2,6-dienal